C1(CC1)C(=O)[O-] cyclopropan-1-Carboxylat